bis(1,4-diisopropyl-1,4-diazabutadiene) cobalt [Co].C(C)(C)N=CC=NC(C)C.C(C)(C)N=CC=NC(C)C